COC(C=O)=O glyoxalic acid methyl ester